(R)-3-methyl-4-(7-(1-methyl-1,2,3,6-tetrahydropyridin-4-yl)-2-(1H-pyrrolo[2,3-b]pyridin-4-yl)thieno[3,2-d]pyrimidin-4-yl)morpholine C[C@H]1N(CCOC1)C=1C2=C(N=C(N1)C1=C3C(=NC=C1)NC=C3)C(=CS2)C=2CCN(CC2)C